(6E)-6-[(6-chloro-2-methyl-2H-indazol-5-yl)imino]-3-[(1-methyl-1H-1,2,4-triazol-3-yl)methyl]-1-(2,4,5-trifluorobenzyl)-1,3,5-triazine-2,4-dione fumarate C(\C=C\C(=O)O)(=O)O.ClC=1C(=CC2=CN(N=C2C1)C)\N=C\1/NC(N(C(N1CC1=C(C=C(C(=C1)F)F)F)=O)CC1=NN(C=N1)C)=O